(R)-5,6-difluoro-7-(4-(5-methyl-1,3,4-oxadiazol-2-yl)phenyl)-2-(1,1,1-trifluoro-3-hydroxy-3-methylbutan-2-yl)isoindolin-1-one FC=1C=C2CN(C(C2=C(C1F)C1=CC=C(C=C1)C=1OC(=NN1)C)=O)[C@@H](C(F)(F)F)C(C)(C)O